[N+](=O)([O-])C=1C=C(C=CC1)C=1CN(CC1)C(=O)OC(C)(C)C tert-butyl 3-(3-nitrophenyl)-2,5-dihydropyrrole-1-carboxylate